Cl[Si]1([Si]([Si](CC1)(Cl)Cl)(Cl)Cl)Cl hexachloro-trisilacyclopentane